5-(pyridin-4-yl)thiophene-3-carbonitrile N1=CC=C(C=C1)C1=CC(=CS1)C#N